N[C@H]1[C@@H](CCCC1)C(=O)O (1R,2R)-2-aminocyclohexanecarboxylic acid